5-(2-thienyl)-3-(trifluoromethyl)pyrazol S1C(=CC=C1)C1=CC(=NN1)C(F)(F)F